N-(4-ethoxyphenyl)-7-methyl-6-phenyl-7H-pyrrolo[2,3-d]pyrimidin-4-amine C(C)OC1=CC=C(C=C1)NC=1C2=C(N=CN1)N(C(=C2)C2=CC=CC=C2)C